NC1=NNC2=CC=C(C=C12)C=1C(=NC=CC1)C1=CC(=NC(=C1)N)N 4-(3-Amino-1H-indazol-5-ylpyridine-2-yl)pyridine-2,6-diamine